OCCOCCOCCOCCOCC(=O)OCC Ethyl 2-[2-[2-[2-(2-hydroxyethoxy)ethoxy]ethoxy]ethoxy]acetate